2-methoxylaniline O(C)C1=C(N)C=CC=C1